2-propyl-benzyloxyamide C(CC)C1=C(CO[NH-])C=CC=C1